(1R,2R)-2-fluoro-N-(2-(2-(methoxy-d3)pyridin-3-yl)-1-methyl-1H-pyrrolo[2,3-c]pyridin-5-yl)cyclopropane-1-carboxamide F[C@H]1[C@H](C1)C(=O)NC=1C=C2C(=CN1)N(C(=C2)C=2C(=NC=CC2)OC([2H])([2H])[2H])C